9-(2-hydroxypyridin-3-yl)-10-(2-hydroxyethyl)-3,3,6,6-tetramethyl-3,4,6,7,9,10-hexahydroacridine-1,8(2H,5H)-dione OC1=NC=CC=C1C1C=2C(CC(CC2N(C=2CC(CC(C12)=O)(C)C)CCO)(C)C)=O